CCCCCCCCCCCCCC=CC(C=CCC)=O eicosane-14,17-dien-16-one